ClC=1C2=C(SC1C(=O)NC1=NC(=C(C(=C1C)C)O)C)C=C(C=C2)Cl 3,6-Dichloro-N-(5-hydroxy-3,4,6-trimethylpyridin-2-yl)benzo[b]thiophen-2-carboxamid